CN(C1=NC(=NC2=C(C(=C(C=C12)O)C1=CC(=CC2=CC=C(C(=C12)CC)F)O)F)OC[C@]12CCCN2C[C@@H](C1)F)C 4-(dimethylamino)-7-(8-ethyl-7-fluoro-3-hydroxynaphthalen-1-yl)-8-fluoro-2-(((2R,7aS)-2-fluorotetrahydro-1H-pyrrolizin-7a(5H)-yl)methoxy)quinazolin-6-ol